(2,6-dimethyl-4-phenoxyphenyl)(4-(((3R,6S)-6-(hydroxymethyl)tetrahydro-2H-pyran-3-yl)amino)-1H-pyrrolo[2,3-b]pyridin-3-yl)methanone CC1=C(C(=CC(=C1)OC1=CC=CC=C1)C)C(=O)C1=CNC2=NC=CC(=C21)N[C@H]2CO[C@@H](CC2)CO